COC(=O)C1=CC=C2C=CC3(OC2=C1C(=O)OC)CNC3 spiro[azetidine-3,2'-chromene]-7',8'-dicarboxylic acid dimethyl ester